propargyl-sulfinate tert-butyl-4-(4-(4-chloro-7,7-dimethyl-5-oxo-5,7-dihydroindolo[1,2-a]quinazolin-9-yl)-1H-pyrazol-1-yl)butanoate C(C)(C)(C)OC(CCCN1N=CC(=C1)C=1C=C2C(C=3N(C=4C=CC=C(C4C(N3)=O)Cl)C2=CC1)(C)C)=O.C(C#C)S(=O)O